O1CCC(=CC1)C1=CC=CC=2N1N=C(N2)C(=O)N[C@@H]2C(N(C=1N(CC2)N=CC1)C)=O 5-(3,6-Dihydro-2H-pyran-4-yl)-N-[(6S)-4-methyl-5-oxo-7,8-dihydro-6H-pyrazolo[1,5-a][1,3]diazepin-6-yl]-[1,2,4]triazolo[1,5-a]pyridin-2-carboxamid